C1=CC=CC=2OC3=C(OC21)C=CC=C3 dibenzo-1,4-dioxin